ClC1=CC=C(CN2C(=NC(C=3N(C=NC23)CC)=O)N2C=C(C=CC=C2)OC2=CC(=NC(=C2)F)F)C=C1 3-(4-chlorobenzyl)-2-(3-((2,6-difluoropyridin-4-yl)oxy)azepin-1-yl)-7-ethyl-3,7-dihydro-6h-purin-6-one